N-[cis-3-[(4-chlorophenyl)sulfonyl]-3-(2-cyano-5-fluorophenyl)cyclobutyl]-1,1,1-trifluoromethanesulfonamide ClC1=CC=C(C=C1)S(=O)(=O)C1(CC(C1)NS(=O)(=O)C(F)(F)F)C1=C(C=CC(=C1)F)C#N